tert-Amyl-o-Bromophenol C(C)(C)(CC)C=1C(=C(C=CC1)O)Br